2-cyclobutanesuccinic acid C1C(CC1)C(CC(=O)O)C(=O)O